(1R,2R)-N-(3-(5,7-dimethoxythiazolo[4,5-b]pyridin-6-yl)-1H-pyrrolo[2,3-b]pyridin-6-yl)-2-((4-methylpiperazin-1-yl)methyl)cyclopropane-1-carboxamide COC1=C(C(=C2C(=N1)N=CS2)OC)C2=CNC1=NC(=CC=C12)NC(=O)[C@H]1[C@@H](C1)CN1CCN(CC1)C